OC1=C(C=CC(=C1)O)C(COC1=CC=C(C=C1)C1=CC=CC=C1)=O 1-(2,4-dihydroxyphenyl)-2-(4-phenylphenoxy)ethanone